(R)-5-(dimethylamino)-6-({4-[imino(methyl)oxo-λ6-sulfanyl]phenyl}methyl)-7-methyl-[1,2,4]triazolo[1,5-a]pyridine-8-carbonitrile CN(C1=C(C(=C(C=2N1N=CN2)C#N)C)CC2=CC=C(C=C2)[S@](=O)(C)=N)C